The molecule is a kynurenine that has L configuration. It has a role as a human metabolite, a Saccharomyces cerevisiae metabolite and a mouse metabolite. It is a non-proteinogenic L-alpha-amino acid and a kynurenine. It is a conjugate acid of a L-kynureninate. It is an enantiomer of a D-kynurenine. It is a tautomer of a L-kynurenine zwitterion. C1=CC=C(C(=C1)C(=O)C[C@@H](C(=O)O)N)N